ClC=1C(=C2C(=NC1C)ON=C2NC(CC2=CC=CC=C2)=O)C N-(5-Chloro-4,6-dimethylisoxazolo[5,4-b]pyridin-3-yl)-2-phenylacetamide